icosanoic acid 7-[4-(4-benzo[b]thiophen-4-ylpiperazin-1-yl)butoxy]-2-oxo-2H-quinolin-1-ylmethyl ester S1C2=C(C=C1)C(=CC=C2)N2CCN(CC2)CCCCOC2=CC=C1C=CC(N(C1=C2)COC(CCCCCCCCCCCCCCCCCCC)=O)=O